C(C)(C)(C)OC(=O)N1C[C@H](CC1)OC1=NC(=CC=C1C(C)=O)N1C=NC2=C1C=C(C=C2)NC=2N=NC(=CC2)C (3S)-3-[[3-acetyl-6-[6-[(6-methylpyridazin-3-yl)amino]benzimidazol-1-yl]-2-pyridyl]oxy]pyrrolidine-1-carboxylic acid tert-butyl ester